7-bromo-3-isopropyl-2-(1-(2-methoxyethyl)-1H-pyrazol-4-yl)imidazo[2,1-f][1,2,4]triazin-4(3H)-one BrC1=CN=C2C(N(C(=NN21)C=2C=NN(C2)CCOC)C(C)C)=O